FC1=C(C(=CC=C1)F)C1=NC=2C(=CNC(C2C(=C1)NC1=NC=C(C=C1)N1CCC(CC1)O)=O)CC 2-(2,6-difluoro-phenyl)-8-ethyl-4-[[5-(4-hydroxy-1-piperidyl)-2-pyridyl]amino]-6H-1,6-naphthyridin-5-one